N-(1-phenylethyl)-4-(pyrrolidin-1-yl)quinazolin-2-amine C1(=CC=CC=C1)C(C)NC1=NC2=CC=CC=C2C(=N1)N1CCCC1